BrCCC[SiH](C)C bromopropyl-dimethylsilane